4-(1H-imidazol-4-yl)aniline N1C=NC(=C1)C1=CC=C(N)C=C1